C(C1=CC=CC=C1)OC=1C=C2C=CC(=CC2=C(C1N1S(NC(C1)=O)(=O)=O)F)C=1C=NN(C1)CCN1CCC(CC1)C1=CC2=C(N(C(N2C)=O)C2C(NC(CC2)=O)=O)C=C1 3-[5-[1-[2-[4-[6-benzyloxy-8-fluoro-7-(1,1,4-trioxo-1,2,5-thiadiazolidin-2-yl)-2-naphthyl]pyrazol-1-yl]ethyl]-4-piperidyl]-3-methyl-2-oxo-benzimidazol-1-yl]piperidine-2,6-dione